C(C1=CC=CC=C1)OC(=O)N1C[C@@H]([C@H](C1)OC(C)C)N=[N+]=[N-] (3S,4S)-3-azido-4-(propan-2-yloxy)pyrrolidine-1-carboxylic acid benzyl ester